(1-ethoxyvinyl)-2-nitropyridine C(C)OC(=C)C=1C(=NC=CC1)[N+](=O)[O-]